C(C)(C)(C)C=1C(=C(C=C(C1)C(C)(C)C)N1N=C2C(=N1)C=CC=C2)O 2-(3,5-di-tert-butyl-hydroxyphenyl)-2H-benzotriazole